NCC1=NC2=C(C(=C(C=C2C(=N1)N1CCN(CC1)C(=O)OC(C)(C)C)Cl)C1=C(C=CC=C1OC)F)F tert-Butyl 4-(2-(aminomethyl)-6-chloro-8-fluoro-7-(2-fluoro-6-methoxyphenyl)quinazolin-4-yl)piperazine-1-carboxylate